bis[3-(3-aminophenoxy)phenyl]aniline NC=1C=C(OC=2C=C(C=CC2)N(C2=CC=CC=C2)C2=CC(=CC=C2)OC2=CC(=CC=C2)N)C=CC1